N-(6-(dimethylamino)hexyl)-6-[124I]iodopyridazine-3-carboxamide CN(CCCCCCNC(=O)C=1N=NC(=CC1)[124I])C